(3-bromo-1H-pyrazolo[4,3-c]pyridin-6-yl)-(6-hydroxy-1,4-oxaazepan-4-yl)methanone BrC1=NNC2=C1C=NC(=C2)C(=O)N2CCOCC(C2)O